Cl.N1(CCNCC1)C1=C(C#N)C=CC=C1 2-(piperazin-1-yl)benzonitrile hydrochloride